(5-(4-(hexyloxy)-3,5-dimethylphenyl)-5H-dibenzo[b,d]thiophen-5-ium) chloride [Cl-].C(CCCCC)OC1=C(C=C(C=C1C)[S+]1C2=C(C3=C1C=CC=C3)C=CC=C2)C